4-((1R,5S)-3,8-diazabicyclo[3.2.1]octan-3-yl)-2-((hexahydro-1H-pyrrolizin-7a-yl)methoxy)-7-(naphthalen-1-yl)-5,6,7,8-tetrahydropyrido[3,4-d]pyrimidine [C@H]12CN(C[C@H](CC1)N2)C=2C1=C(N=C(N2)OCC23CCCN3CCC2)CN(CC1)C1=CC=CC2=CC=CC=C12